phenyl-{[bis(dimethylfluorenyl)triazineyl]phenyl}indolocarbazole C1(=CC=CC=C1)C=1C(=C2C(=CC1)N=C1C=CC3=C4C=CC=CC4=NC3=C12)C1=C(C=CC=C1)C1=NN=NC(=C1C1=C(C(=CC=2C3=CC=CC=C3CC12)C)C)C1=C(C(=CC=2C3=CC=CC=C3CC12)C)C